C[C@@H](C(=O)N[C@H](CCC(=O)N[C@@H](CCCCNC(=O)C[C@H](C(=O)O)N)C(=O)N[C@H](C)C(=O)N[C@H](C)C(=O)O)C(=O)O)NC(=O)[C@@H](C)O[C@H]1[C@@H]([C@H](OC([C@@H]1NC(=O)C)O)CO)O[C@H]2[C@@H]([C@H]([C@@H]([C@H](O2)CO)O)O)NC(=O)C The molecule is an N-acetyl-beta-D-glycosaminyl glycopeptide consisting of an N-acetyl-beta-D-glycosaminyl-(1->4)-N-acetylmuramoyl moiety attached to the amino terminus of the pentapeptide L-Ala-gamma-D-Glu-N(6)-(beta-D-Asp)-L-Lys-D-Ala-D-Ala via an amide linkage.